C(C)(C)(C)OC(=O)N[C@@H](C(=O)O)[C@@H](C)OC (2R,3R)-2-(tert-butoxycarbonylamino)-3-methoxy-butyric acid